NCCCO[Si](OC)(C)CCCN (beta-aminoethyl)-gamma-aminopropyl-methyl-dimethoxysilane